C1(CC1)C[C@H](CO)NC1=NC(=C2N=CN(C2=N1)CC)N[C@@H]1CN(CC1)S(=O)(=O)NCC |o1:4| (S)-3-((2-(((R*)-1-cyclopropyl-3-hydroxypropan-2-yl)amino)-9-ethyl-9H-purin-6-yl)amino)-N-ethylpyrrolidine-1-sulfonamide